FC1(C(CN(C1)C1=NC(=CC(=C1)I)N1CCOCC1)O)F 4,4-difluoro-1-[4-iodo-6-(morpholin-4-yl)pyridin-2-yl]pyrrolidin-3-ol